1,2-dimethyl-6-[1-(2,2,3,3,3-pentafluoropropyl)-1H-pyrazol-3-yl]-7-(trifluoromethyl)-1H,5H-imidazo[1,2-a]pyrimidin-5-one CN1C(=CN2C1=NC(=C(C2=O)C2=NN(C=C2)CC(C(F)(F)F)(F)F)C(F)(F)F)C